1-(2-chloro-4-((6,7-dimethoxyquinolin-4-yl)oxy)phenyl)-3-(5-methylisoxazol-3-yl)urea ClC1=C(C=CC(=C1)OC1=CC=NC2=CC(=C(C=C12)OC)OC)NC(=O)NC1=NOC(=C1)C